NC1=CC(=C(C#N)C=C1[N+](=O)[O-])Cl 4-amino-2-chloro-5-nitrobenzonitrile